N(C1=CC=CC=C1)C1=C(NC2=C1C(N(CC2CC(F)(F)F)C)=O)C2=CC(=NC=C2)NC(CC2=CC=C(C=C2)F)=O N-{4-[3-anilino-5-methyl-4-oxo-7-(2,2,2-trifluoroethyl)-4,5,6,7-tetrahydro-1H-pyrrolo[3,2-c]pyridin-2-yl]pyridin-2-yl}-2-(4-fluorophenyl)acetamide